C12(CC(C1)C2)C[C@@H](C(=O)NN(C[C@H]2C(NCC2)=O)C([C@H](F)Cl)=O)NC(=O)C2=NOC(=C2)C N-[(1S)-1-(1-bicyclo[1.1.1]pentanylmethyl)-2-[2-[(2R)-2-chloro-2-fluoro-acetyl]-2-[[(3S)-2-oxopyrrolidin-3-yl]methyl]hydrazino]-2-oxo-ethyl]-5-methyl-isoxazole-3-carboxamide